5-carboxybenzyloxyamine C(=O)(O)C=1C=CC=C(CON)C1